N-(2-fluorobenzyl)-N-hydroxy-2,2-dimethylbutanamide FC1=C(CN(C(C(CC)(C)C)=O)O)C=CC=C1